5-[(1-methyl-1H-pyrazol-5-yl)sulfonamido]-1,3-thiazole-4-carboxylic acid CN1N=CC=C1S(=O)(=O)NC1=C(N=CS1)C(=O)O